BrC=1C=C2C=C(N=CC2=C(C1)Cl)NC(=O)[C@H]1[C@@H](C1)C#N |r| (±)-trans-N-(6-bromo-8-chloroisoquinolin-3-yl)-2-cyanocyclopropanecarboxamide